NC\C=C(\CN1N=NC2=C1C=CC=C2C=2C=C(C=CC2)S(=O)(=O)NC)/F (Z)-3-(1-(4-amino-2-fluorobut-2-en-1-yl)-1H-benzo[d][1,2,3]triazol-4-yl)-N-methylbenzenesulfonamide